1-(S)-chloro-2-phenylethylboronic acid Cl[C@H](CC1=CC=CC=C1)B(O)O